1-(azetidin-3-ylmethyl)imidazole N1CC(C1)CN1C=NC=C1